C(C)(C)(C)OC(=O)N1CCCC2=NC=C(C(=C12)C)Br 7-bromo-8-methyl-3,4-dihydro-2H-1,5-naphthyridine-1-carboxylic acid tert-butyl ester